(E)-5-Chloro-2-(4-(2-(pyridin-4-yl)vinyl)-[2,4'-bipyrimidin]-2'-yl)isoindoline ClC=1C=C2CN(CC2=CC1)C1=NC=CC(=N1)C1=NC=CC(=N1)\C=C\C1=CC=NC=C1